(piperidin-4-yl)(o-tolyl)methanone N1CCC(CC1)C(=O)C1=C(C=CC=C1)C